O=C1NC(CCC1N1C(N(C2=C1C=CC(=C2)C2CCN(CC2)CCN2CCC(CC2)C(=O)OC(C)(C)C)C)=O)=O tert-butyl 1-[2-[4-[1-(2,6-dioxo-3-piperidyl)-3-methyl-2-oxo-benzimidazol-5-yl]-1-piperidyl]ethyl]piperidine-4-carboxylate